(2r,4r)-2-(4-(2-(tert-butyl) phenyl) piperidine-1-carbonyl)-4-hydroxypyrrolidine-1-carboxylate C(C)(C)(C)C1=C(C=CC=C1)C1CCN(CC1)C(=O)[C@@H]1N(C[C@@H](C1)O)C(=O)[O-]